4-(4-methoxy-3-nitrophenyl)-5-(4-methoxynaphthalene-1-yl)isoxazole COC1=C(C=C(C=C1)C=1C=NOC1C1=CC=C(C2=CC=CC=C12)OC)[N+](=O)[O-]